1-(4-((2-iodo-1-(2,2,2-trifluoroethyl)-1H-indol-4-yl)amino)azepan-1-yl)-3-methoxypropan-2-ol IC=1N(C2=CC=CC(=C2C1)NC1CCN(CCC1)CC(COC)O)CC(F)(F)F